CC=1C=CC=2C(C=3C=NC=CC3OC2C1)NC(=O)C=1C(NC(=CC1)C(F)(F)F)=O N-(7-methyl-10H-chromeno[3,2-c]pyridin-10-yl)-2-oxo-6-(trifluoromethyl)-1,2-dihydropyridine-3-carboxamide